CC1=C(C=C(C=C1)NC(C1=NC=CC(=C1)C(F)(F)F)=O)C1=C(C2=C(N=C(N=C2)NC)N2C1=NCC2)C N-(4-methyl-3-(5-methyl-2-(methylamino)-8,9-dihydroimidazo[1',2':1,6]pyrido[2,3-d]pyrimidin-6-yl)phenyl)-4-(trifluoromethyl)picolinamide